(2S)-2-[(3R)-3-amino-2-oxopyrrolidin-1-yl]-4-methylpentanoic acid N[C@H]1C(N(CC1)[C@H](C(=O)O)CC(C)C)=O